3-phenylpropanoic acid allyl ester C(C=C)OC(CCC1=CC=CC=C1)=O